ONC(C(CCN1CCC(=CC1)C1=CC=C(C=C1)C#CCN1CCCC1)(S(=O)(=O)C)C)=O N-hydroxy-2-methyl-2-(methylsulfonyl)-4-(4-(4-(3-(pyrrolidin-1-yl)prop-1-yn-1-yl)phenyl)-3,6-dihydropyridin-1(2H)-yl)butanamide